OC(=O)C(F)(F)F.FC(OC1(CCC1)N1N=CC(=C1)N1[C@H]2COC[C@@H]1CC(C2)N)(F)F (1R,5S,7r)-9-[1-[3-cis-(trifluoromethoxy)cyclobutyl]pyrazol-4-yl]-3-oxa-9-azabicyclo[3.3.1]nonan-7-amine TFA salt